4,5-diamino-2-methoxybenzoic acid methyl ester COC(C1=C(C=C(C(=C1)N)N)OC)=O